CC(C[N+](C)(C)C)OC(=O)C acetyl-β-methylcholine